ClC1=CC(=C(C=C1)C1=NN2C(CN(CC2)C(\C=C\CN(C)C)=O)=C1C1=C2C(=NC=C1)NC=C2)F (2E)-1-[2-(4-chloro-2-fluorophenyl)-3-(1H-pyrrolo[2,3-b]pyridin-4-yl)-6,7-dihydropyrazolo[1,5-a]pyrazin-5(4H)-yl]-4-(dimethylamino)but-2-en-1-one